1-(4-((2-(4-(5-chloropyrimidin-2-yl)piperidin-1-yl)-5,5-dioxo-7,8-dihydro-6H-thiopyrano[3,2-d]pyrimidin-4-yl)amino)-2-fluorophenyl)cyclobutane-1-carboxylic acid ClC=1C=NC(=NC1)C1CCN(CC1)C=1N=C(C2=C(N1)CCCS2(=O)=O)NC2=CC(=C(C=C2)C2(CCC2)C(=O)O)F